C(C)C1(C2C3CCCC3C(C1)C2)OC(=O)C2C1C=CC(C2)C1 5-(5-ethyl-octahydro-4,7-methano-indene-5-yloxycarbonyl)-bicyclo[2.2.1]hept-2-ene